ClC=1C(=NC=CC1)C(=O)NC[C@@H]1CN(CC1)C1=NC=C(C=C1)C=1C=2N(C=C(C1)OCC)N=CC2C#N (R)-3-chloro-N-((1-(5-(3-cyano-6-ethoxypyrazolo[1,5-a]pyridin-4-yl)pyridin-2-yl)pyrrolidin-3-yl)methyl)picolinamide